C(CCCCCCCCCCCCCCC)N n-hexadecyl-amine